COC(CCCCCCC)CCCCCCCCC 8-methoxy-heptadecane